ClC=1C(N(N=CC1NC[C@H]1COCCS1(=O)=O)C1CCC(CC1)N(C1=CC=C(C=C1)CO)C1CC1)=O 4-chloro-2-((1r,4S)-4-(cyclopropyl(4-(hydroxymethyl)phenyl)amino)cyclohexyl)-5-((((S)-4,4-dioxido-1,4-oxathian-3-yl)methyl)amino)pyridazin-3(2H)-one